CC=1C(=C(C=C(C1)C(F)(F)F)O)C1=CC=C2C(=N1)NC(=N2)[C@@H]2N(CCCC2)C |r| (rac)-3-Methyl-2-(2-(1-methylpiperidin-2-yl)-3H-imidazo[4,5-b]pyridin-5-yl)-5-(trifluoromethyl)phenol